2-(6-((R)-3-((cyclobutylmethyl)amino)piperidin-1-yl)pyridazin-3-yl)-N-(5-methoxypyridin-3-yl)propanamide C1(CCC1)CN[C@H]1CN(CCC1)C1=CC=C(N=N1)C(C(=O)NC=1C=NC=C(C1)OC)C